(1R,2S,4R)-4-({[4-(5,6-dimethoxypyridin-3-yl)phenyl]methyl}amino)-2-{[2-methoxy-6-(2,2,2-trifluoroethyl)thieno[2,3-d]pyrimidin-4-yl](methyl)amino}cyclopentan-1-ol COC=1C=C(C=NC1OC)C1=CC=C(C=C1)CN[C@@H]1C[C@@H]([C@@H](C1)O)N(C)C=1C2=C(N=C(N1)OC)SC(=C2)CC(F)(F)F